ClC=1C=CC=C2C=C(NC12)C(=O)N[C@H](C(=O)N[C@@H](C[C@H]1C(NCCC1)=O)C#N)CC1CC1 7-chloro-N-((S)-1-(((S)-1-cyano-2-((S)-2-oxopiperidin-3-yl)ethyl)amino)-3-cyclopropyl-1-oxopropan-2-yl)-1H-indole-2-carboxamide